C(C)N1CC2=CC(=C(C=C2CC1)OC)NC=1N=NC(=C(N1)NC1=CC(=CC=C1)COC)C(=O)N ((2-Ethyl-6-methoxy-1,2,3,4-tetrahydroisoquinolin-7-yl)amino)-5-((3-(methoxymethyl)phenyl)amino)-1,2,4-triazine-6-carboxamide